2-chloro-N-(3-chloro-5-hydroxy-phenyl)-N-[(4-fluorophenyl)methyl]acetamide ClCC(=O)N(CC1=CC=C(C=C1)F)C1=CC(=CC(=C1)O)Cl